C(C)(C)(C)OC(NC12CC(C1)(C2)C(=O)NN)=O (3-(hydrazinocarbonyl)bicyclo[1.1.1]pent-1-yl)carbamic acid tert-butyl ester